6-(4-allyl-2-methoxyphenoxy)-5-amino-2-(hydroxymethyl)tetrahydro-2H-pyran-3,4-diol C(C=C)C1=CC(=C(OC2C(C(C(C(O2)CO)O)O)N)C=C1)OC